tert-butyl N-[3-[(3R)-3-amino-1-piperidyl]-5-fluoro-3-methyl-2-oxo-indolin-7-yl]-N-ethyl-carbamate N[C@H]1CN(CCC1)C1(C(NC2=C(C=C(C=C12)F)N(C(OC(C)(C)C)=O)CC)=O)C